BrC1=CC=C2C(=NC(=NC2=C1)NC1CC2CCC(C1)N2C(=O)[O-])NC2=NNC(=C2)C 3-((7-bromo-4-((5-methyl-1H-pyrazol-3-yl) amino) quinazolin-2-yl) amino)-8-azabicyclo[3.2.1]Octane-8-carboxylate